8-(4-isopropoxyphenyl)-6-methyl-3,4-dihydrobenzo[e][1,2,3]oxathiazine C(C)(C)OC1=CC=C(C=C1)C1=CC(=CC=2CNSOC21)C